CC1=CCC(C(C)(O)C)CC1 (4S)-α-terpineol